C(C(=C)C)(=O)OCCCC[SiH2]C(OCC)OCC δ-methacryloyloxybutyldiethoxymethylsilane